NC[C@H](O)[C@@H](O)[C@H](O)[C@H](O)CO glucamin